COC1CC(C1)C(=O)NC1=CNC2=CC=C(C=C12)OC1CC(C1)C1=CC=C(C=C1)C(F)(F)F 3-methoxy-N-{5-[(1S,3S)-3-[4-(trifluoromethyl)phenyl]cyclobutoxy]-1H-indol-3-yl}cyclobutane-1-carboxamide